Cl.NCC=1C=C(C(=O)N2CCC(CC2)(O)C(C)N2C=NC3=C(C2=O)C=NN3C3=CC=C(C=C3)F)C=CC1 5-(1-(1-(3-(aminomethyl)benzoyl)-4-hydroxypiperidin-4-yl)ethyl)-1-(4-fluorophenyl)-1H-pyrazolo[3,4-d]pyrimidin-4(5H)-one hydrochloride